1-(2,3-dihydrobenzo[b][1,4]dioxin-6-yl)-3-(3-(p-tolyl)pyrrolidin-1-yl)propan-1-one O1C2=C(OCC1)C=C(C=C2)C(CCN2CC(CC2)C2=CC=C(C=C2)C)=O